N1=CC=C(C=C1)CCSC(C[Si](OC)(OC)OC)C 2-(4-pyridylethyl)thiopropyltrimethoxysilane